N-(3-cyclopropyl-5-(((3R,5S)-3,5-dimethylpiperazine-1-yl)methyl)phenyl)-5-fluoro-4-(6-methyl-1H-indole-3-yl)pyrimidine-2-amine C1(CC1)C=1C=C(C=C(C1)CN1C[C@H](N[C@H](C1)C)C)NC1=NC=C(C(=N1)C1=CNC2=CC(=CC=C12)C)F